ClC1=CC(=C(COC2=CC=CC(=N2)C2CCN(CC2)CC=2N(C=3N(N=C(C3)C(=O)OC)C2)CCOC)C=C1)F methyl 2-((4-(6-((4-chloro-2-fluorobenzyl) oxy) pyridin-2-yl) piperidin-1-yl) methyl)-1-(2-methoxyethyl)-1H-imidazo[1,2-b]pyrazole-6-carboxylate